C(C)(C)(C)OC(NCC=1OC2=C(C1)C=C(C=C2Cl)B2OC(C(O2)(C)C)(C)C)=O (7-chloro-5-(4,4,5,5-tetramethyl-1,3,2-dioxaborolan-2-yl)benzofuran-2-yl)methyl-carbamic acid tert-butyl ester